1,1-Bis(phenylselanyl)nonadecan-2-one C1(=CC=CC=C1)[Se]C(C(CCCCCCCCCCCCCCCCC)=O)[Se]C1=CC=CC=C1